C1CC12OCCN(C2)CC(=O)C2C(C2)NC=O [2-(2-{4-oxa-7-azaspiro[2.5]octan-7-yl}acetyl)cyclopropyl]formamide